C12CC(CC2C1)N1C(C(N(C=C1)CC=1N=[N+](C(=CC1)Cl)[O-])=O)=O 3-((4-((cis)-bicyclo[3.1.0]hexan-3-yl)-2,3-dioxo-3,4-dihydropyrazin-1(2H)-yl)methyl)-6-chloropyridazine-1-oxide